2-((3-cyano-4,6-bis(trifluoromethyl)pyridin-2-yl)amino)-N-methyl-N-(1-methyl-1H-indol-5-yl)acetamide C(#N)C=1C(=NC(=CC1C(F)(F)F)C(F)(F)F)NCC(=O)N(C=1C=C2C=CN(C2=CC1)C)C